N-((5-(5-aminopyrazin-2-yl)-1,3,4-thiadiazol-2-yl)methyl)-2-(2,4-bis(trifluoromethyl)phenyl)-N-(4-fluorophenyl)acetamide NC=1N=CC(=NC1)C1=NN=C(S1)CN(C(CC1=C(C=C(C=C1)C(F)(F)F)C(F)(F)F)=O)C1=CC=C(C=C1)F